(S)-(4-(benzyloxy)-5-methoxy-2-nitrophenyl)(2-(hydroxyl-methyl)-4-methylenepyrrolidin-1-yl)methanone C(C1=CC=CC=C1)OC1=CC(=C(C=C1OC)C(=O)N1[C@@H](CC(C1)=C)CO)[N+](=O)[O-]